C[Si](CCOCN1N=CC(=C1)C1=CC=C(C=C1)NC1=NC=NC=C1)(C)C N-(4-(1-((2-(trimethylsilyl)ethoxy)methyl)-1H-pyrazol-4-yl)phenyl)pyrimidin-4-amine